tert-butyl N-[[6-[N-tert-butoxycarbonyl-4-[4-[cyclopropyl(methyl)amino]-1-piperidyl]-2-nitroanilino]pyrimidin-4-yl]methylcarbamoyl]-N-(2,6-dichloro-3,5-dimethoxy-phenyl)carbamate C(C)(C)(C)OC(=O)N(C1=C(C=C(C=C1)N1CCC(CC1)N(C)C1CC1)[N+](=O)[O-])C1=CC(=NC=N1)CNC(=O)N(C(OC(C)(C)C)=O)C1=C(C(=CC(=C1Cl)OC)OC)Cl